Bis-pentenyl-glycine C(=CCCC)N(CC(=O)O)C=CCCC